1,2-bis(methylsulfonylmethyl)cyclohexane CS(=O)(=O)CC1C(CCCC1)CS(=O)(=O)C